O=S1(CC=2C(=NC3=CC=C4C(=C3C2CC1)C=NN4)C4=CC=C(C(=O)NOC1OCCCC1)C=C4)=O 4-(9,9-Dioxo-3,8,10,11-tetrahydropyrazolo[4,3-f]thiopyrano[3,4-c]quinolin-7-yl)-N-((tetrahydro-2H-pyran-2-yl)oxy)benzamide